3-(5-aminopyrazol-1-yl)cyclobutanol NC1=CC=NN1C1CC(C1)O